CC=1NC=2N(C(C1CC1=CC(=C(C(=C1)OC)OC)OC)=O)N=C(C2N2CCCCC2)C2=CC=CC=C2 5-methyl-2-phenyl-3-(piperidin-1-yl)-6-(3,4,5-trimethoxybenzyl)pyrazolo[1,5-a]pyrimidin-7(4H)-one